FC1=C2C(=CN=C1)NC=C2C=O 4-FLUORO-1H-PYRROLO[2,3-C]PYRIDINE-3-CARBALDEHYDE